FC1=C(C=C(C=C1)C(F)(F)F)N1C(N(C2=CC=CC=C2C1=O)CC1=CC=C(C(=O)NO)C=C1)=O 4-((3-(2-fluoro-5-(trifluoromethyl)phenyl)-2,4-dioxo-3,4-dihydroquinazolin-1(2H)-yl)methyl)-N-hydroxybenzoamide